C1(=CC(=C(C=2C3=C(C(=CC(=C3N(C12)C=1C=C(C=CC1)B(O)O)[2H])[2H])[2H])[2H])[2H])[2H] (3-(9H-carbazol-9-yl-1,3,4,5,6,8-d6)phenyl)boronic acid